alpha-difluoromethylornithine FC([C@](N)(CCCN)C(=O)O)F